C(C)N1CCC(CC1)NC(=O)C=1N=C(OC1)C=1C=NN(C1)C1=C(C=CC=C1)OC(F)(F)F N-(1-ethylpiperidin-4-yl)-2-{1-[2-(trifluoromethoxy)phenyl]-1H-pyrazol-4-yl}-1,3-oxazole-4-carboxamide